O[C@@H]1[C@H](COC1)NC(=O)C=1SC(=CN1)C=1C=NC(=CC1C(F)(F)F)N[C@@H](CC)C(F)(F)F N-((3S,4R)-4-hydroxytetrahydrofuran-3-Yl)-5-(4-(trifluoromethyl)-6-(((1S)-1-(trifluoromethyl)propyl)amino)-3-pyridinyl)thiazole-2-carboxamide